C(C)OC(=O)C1=NC(=NC=C1NC1=NN(C=C1)C)Cl 2-chloro-5-((1-methyl-1H-pyrazol-3-yl)amino)pyrimidine-4-carboxylic acid ethyl ester